phosphoric acid monoammonium [NH4+].P(O)(O)(O)=O